BrC=1C=C2C(C(COC2=CC1)(O)CCC1(COC2=CC=C(C=C2C1=O)Br)CC1COC2=CC=C(C=C2C1=O)Br)=O 6-Bromo-3-(2-(6-bromo-3-((6-bromo-4-oxochroman-3-yl)methyl)-4-oxochroman-3-yl)ethyl)-3-hydroxychroman-4-one